[1,4'-bipyridin]-2-one N1(C(C=CC=C1)=O)C1=CC=NC=C1